CN(CCC1(C(C=C(C=C1)NC1=NC=C(C(=N1)C1=CNC2=C(C=CC=C12)F)F)[N+](=O)[O-])NC)C 1-(2-(dimethylamino)ethyl)-N4-(5-fluoro-4-(7-fluoro-1H-indol-3-yl)pyrimidin-2-yl)-N1-methyl-2-nitrobenzene-1,4-diamine